tert-butyl 9-benzyl-7-((tert-butyldimethylsilyl) oxy)-3,9-diazabicyclo[3.3.1]nonane-3-carboxylate C(C1=CC=CC=C1)N1C2CN(CC1CC(C2)O[Si](C)(C)C(C)(C)C)C(=O)OC(C)(C)C